1-((3s,4r)-4-(3,4-difluorophenyl)-1-(2-methoxyethyl)pyrrolidin-3-yl)-3-(3-(3-methoxypropyl)-4-methyl-1-phenyl-1H-pyrazol-5-yl)urea FC=1C=C(C=CC1F)[C@H]1[C@@H](CN(C1)CCOC)NC(=O)NC1=C(C(=NN1C1=CC=CC=C1)CCCOC)C